C1(=CC=CC2=CC=CC(=C12)CO)CO 8-naphthalenedimethanol